1-(4-((4-((2-fluoro-4-((2-(methyl(oxetan-3-yl)amino)pyridin-4-yl)oxy)phenyl)amino)-7-methoxyquinazolin-6-yl)amino)piperidin-1-yl)prop-2-en-1-one FC1=C(C=CC(=C1)OC1=CC(=NC=C1)N(C1COC1)C)NC1=NC=NC2=CC(=C(C=C12)NC1CCN(CC1)C(C=C)=O)OC